tert-butyl (R)-3-(4-(4-chlorobenzyl)-1,2,3,4-tetrahydroquinoxaline-1-carboxamido)pyrrolidine-1-carboxylate ClC1=CC=C(CN2CCN(C3=CC=CC=C23)C(=O)N[C@H]2CN(CC2)C(=O)OC(C)(C)C)C=C1